E-p-aminobenzoyloxycarbonyl-citrulline NC1=CC=C(C(=O)OC(=O)N[C@@H](CCCNC(=O)N)C(=O)O)C=C1